benzyl ((S)-1-((S)-2-((tert-butoxycarbonyl)amino)-3-(3-cyanophenyl)propanoyl)piperidin-3-yl)carbamate C(C)(C)(C)OC(=O)N[C@H](C(=O)N1C[C@H](CCC1)NC(OCC1=CC=CC=C1)=O)CC1=CC(=CC=C1)C#N